2-oxo-1-phenyl-2,4,6,7-tetrahydro-1H-pyrazolo[5,1-c][1,4]oxazine-3-carboxylic acid O=C1N(N2C(COCC2)=C1C(=O)O)C1=CC=CC=C1